2,2'-(1-Benzylpiperidine-4,4-Diyl)Bis(Ethan-1-ol) C(C1=CC=CC=C1)N1CCC(CC1)(CCO)CCO